(R)-2-ethyl-2,3-dihydro-[1,4]oxazepino[6,7-g]isoquinoline-4(5H)-carboxylic acid tert-butyl ester C(C)(C)(C)OC(=O)N1C[C@H](OC2=C(C=C3C=CN=CC3=C2)C1)CC